di-tert-butyl-difluorosilane C(C)(C)(C)[Si](F)(F)C(C)(C)C